CN1CCN(CC1)C1=CC2=C(NC(=N2)C=2C=CC(=C3C=NC(C23)=O)C2=C3C(=NC=C2)NC=C3)C=C1 7-(5-(4-methylpiperazin-1-yl)-1H-benzo[d]imidazol-2-yl)-4-(1H-pyrrolo[2,3-b]pyridin-4-yl)isoindol-1-one